(S)-ethyl 3-(5-(1-aminoisoquinolin-5-yl)-3-((2-(2-ethoxy-2-oxoethyl)phenoxy)methyl)-1H-indazol-1-yl)pyrrolidine-1-carboxylate NC1=NC=CC2=C(C=CC=C12)C=1C=C2C(=NN(C2=CC1)[C@@H]1CN(CC1)C(=O)OCC)COC1=C(C=CC=C1)CC(=O)OCC